benzothiopheneacetyl chloride Ethyl-2-((4-methoxyphenyl)amino)-2-oxoacetate C(C)OC(C(=O)NC1=CC=C(C=C1)OC)=O.S1C(=CC2=C1C=CC=C2)CC(=O)Cl